tert-butyl 4-[3-methyl-1-[4-(trifluoromethoxy)phenyl]pyrazol-4-yl]-3,6-dihydro-2H-pyridine-1-carboxylate CC1=NN(C=C1C=1CCN(CC1)C(=O)OC(C)(C)C)C1=CC=C(C=C1)OC(F)(F)F